1-(5-methyl-5-(4-chlorophenyl)-3-p-tolyl-4,5-dihydro-1H-pyrazol-1-yl)-1-ethanone CC1(CC(=NN1C(C)=O)C1=CC=C(C=C1)C)C1=CC=C(C=C1)Cl